3-(4-(1-(7-((4-(((R)-1-(3-bromophenyl)ethyl)amino)-6-methoxy-2-methylquinazolin-7-yl)oxy)heptyl)piperidin-4-yl)-6-fluoro-1-oxoisoindolin-2-yl)piperidine-2,6-dioneAl BrC=1C=C(C=CC1)[C@@H](C)NC1=NC(=NC2=CC(=C(C=C12)OC)OCCCCCCCN1CCC(CC1)C1=C2CN(C(C2=CC(=C1)F)=O)C1C(N(C(CC1)=O)C=O)=O)C